4-(azidomethyl)pyridine N(=[N+]=[N-])CC1=CC=NC=C1